COC1=CC=C(C=C1)C(C(NC1=CC=C(C=C1)[Si](C)(C)C)=O)N(C)C(C(=O)OCC)=O ethyl ((1-(4-methoxyphenyl)-2-oxo-2-((4-(trimethylsilyl)phenyl) amino)ethyl)(methyl) amino)(oxo)acetate